C(CC)NC1=CC(=NC=N1)OC1CNCC1 3-((6-(propylamino)pyrimidin-4-yl)oxy)pyrrolidin